hexadecylpyridine hydroxide [OH-].C(CCCCCCCCCCCCCCC)C1=NC=CC=C1